2-Amino-3-methylquinoline-6-carboxylic acid NC1=NC2=CC=C(C=C2C=C1C)C(=O)O